4-(4-((3-amino-4-nitrophenyl)thio)phenyl)thiomorpholine NC=1C=C(C=CC1[N+](=O)[O-])SC1=CC=C(C=C1)N1CCSCC1